ethanesulfonic acid 2,2-dimethylpropyl ester CC(COS(=O)(=O)CC)(C)C